(5-Cyclopropyl-4-iodo-isoxazol-3-yl)-1-isopropyl-pyrazolo[3,4-d]pyrimidin-4-amine C1(CC1)C1=C(C(=NO1)C1=NN(C2=NC=NC(=C21)N)C(C)C)I